FC1=C(OC2=CC(=C(C=C2)C(=O)C2=CNC3=NC=CC(=C32)N[C@H]3CO[C@@H](CC3)CO)C)C=CC=C1 (4-(2-fluorophenoxy)-2-methylphenyl)(4-(((3R,6S)-6-(hydroxymethyl)tetrahydro-2H-pyran-3-yl)amino)-1H-pyrrolo[2,3-b]pyridin-3-yl)methanone